C(#N)C=1C=C(C=CC1OC(C)C)C1=NC(=NO1)C1=CC=C(C2=CC=CC=C12)CN1CC(C1)C(=O)N(C)C 1-((4-(5-(3-cyano-4-isopropoxyphenyl)-1,2,4-oxadiazol-3-yl)naphthalen-1-yl)methyl)-N,N-dimethylazetidine-3-formamide